2-(5-Chloropyridin-3-yl)-8-oxo-9-(2-(trifluoromethyl)phenyl)-8,9-dihydro-7H-purine ClC=1C=C(C=NC1)C1=NC=C2NC(N(C2=N1)C1=C(C=CC=C1)C(F)(F)F)=O